methyl 2-(((tert-butyldimethylsilyl)oxy)methyl)isonicotinate [Si](C)(C)(C(C)(C)C)OCC=1C=C(C(=O)OC)C=CN1